ClC1=C(C=C(C=C1)[C@H]1O[C@H](CCC1)COC(CCCC)=O)C1=CC=C(C=C1)OCC (2S,3S,4R,5R,6R)-2-(4-chloro-3-(4-ethoxyphenyl)phenyl)-6-((pentanoyloxy)methyl)tetrahydro-2H-pyran